BrCC1=CC(=CC(=N1)C=O)OC 6-(bromomethyl)-4-methoxypicolinaldehyde